[C@@H]1(CCC12OCCO2)N2N=CC(=C2)C=2C(=C(C=CC2)NC2=CC(=NC=C2C(=O)N)NC(=O)C2(CC2)F)OC (S)-4-((3-(1-(5,8-dioxaspiro[3.4]octan-1-yl)-1H-pyrazol-4-yl)-2-methoxyphenyl)amino)-6-(1-fluorocyclopropane-1-carboxamido)nicotinamide